FC(C)(F)C=1C=C(C(=C(C1)[C@@H](C(=O)O)N1C[C@@H](CC1)N(CCCCCC1=NC=2NCCCC2C=C1)C)OC)F (S)-2-(5-(1,1-difluoroethyl)-3-fluoro-2-methoxyphenyl)-2-((R)-3-(methyl(5-(5,6,7,8-tetrahydro-1,8-naphthyridin-2-yl)pentyl)amino)pyrrolidin-1-yl)acetic acid